ClC1=CC=C2C(=N1)C(N(C2)C2CCN(CC2)C(=O)OC(C)(C)C)=O tert-butyl 4-(2-chloro-7-oxo-5H-pyrrolo[3,4-b]pyridin-6(7H)-yl)piperidine-1-carboxylate